Cl.C(#N)C1=CC(=C(COC2=CC=CC(=N2)N2CCNCC2)C=C1)F 4-(6-((4-cyano-2-fluorobenzyl)oxy)pyridin-2-yl)piperazine hydrochloride